benzyl (3-(3,5-bis(trifluoromethyl)phenyl)-3-hydroxy-2-methylpropyl)carbamate FC(C=1C=C(C=C(C1)C(F)(F)F)C(C(CNC(OCC1=CC=CC=C1)=O)C)O)(F)F